7-Chloro-9-methoxy-5-(2-methylpyridin-3-yl)imidazo[1,2-a]Quinoxaline-4(5H)-on ClC=1C=C2N(C(C=3N(C2=C(C1)OC)C=CN3)=O)C=3C(=NC=CC3)C